[Li].C1(=C(C(=CC=C1)C(=O)O)C(=O)O)C(=O)O benzenetricarboxylic acid lithium